BrC1=C(C=C(C=C1)[N+](=O)[O-])S(=O)(=O)N=C=CN(C)C 2-Bromo-N-[(dimethylamino)methylene(methylidene)]-5-nitrobenzenesulfonamide